(4-amino-3-methyl-3H-pyrazolo[3,4-c]quinolin-8-yl)((3R,5S)-3-methyl-5-(4-(trifluoromethyl)phenyl)-4-morpholinyl)methanone NC1=NC=2C=CC(=CC2C2=C1N(N=C2)C)C(=O)N2[C@@H](COC[C@@H]2C2=CC=C(C=C2)C(F)(F)F)C